1-methyl-4-(methyl)-5-(tributylstannyl)-1H-1,2,3-triazole CN1N=NC(=C1[Sn](CCCC)(CCCC)CCCC)C